N-({5-chloro-6-[(2-chloro-3-thienyl)methoxy]-2-indolyl}methyl)1-methylcyclopropanecarboxamide ClC=1C=C2C=C(NC2=CC1OCC1=C(SC=C1)Cl)CNC(=O)C1(CC1)C